CC(C(=O)OCC(CC)(C1=CC(=CC=C1)C(F)(F)F)NC(NC1=C(C(=CC=C1)CNC(NC)=O)N)=S)(C)C 2-{[(2-amino-3-{[(methylcarbamoyl)amino]methyl}phenyl)carbamothioyl]amino}-2-[3-(trifluoromethyl)phenyl]butyl 2,2-dimethylpropanoate